N-(3-Cyano-4-methyl-1H-indol-7-yl)-1-[3-(fluoromethyl)oxetan-3-yl]pyrazol-4-sulfonamid C(#N)C1=CNC2=C(C=CC(=C12)C)NS(=O)(=O)C=1C=NN(C1)C1(COC1)CF